N,N-bis(hydroxyethyl)-xylidine OCCN(C1=C(C(=CC=C1)C)C)CCO